BrC1=C(C=C(C=C1)C=1C=NN(C1)C1OCCCC1)OC 4-(4-bromo-3-methoxyphenyl)-1-(tetrahydro-2H-pyran-2-yl)-1H-pyrazole